chloro-2-methyl-benzoic acid ClC=1C(=C(C(=O)O)C=CC1)C